dimethyl 1,20-eicosanedioate C(CCCCCCCCCCCCCCCCCCC(=O)OC)(=O)OC